C1(=CC(=CC=C1)C1=NC(=NC(=N1)C1=C(C=CC=C1)Br)C1=CC=CC=C1)C1=CC=CC=C1 2-([1,1'-biphenyl]-3-yl)-4-(2-bromophenyl)-6-phenyl-1,3,5-triazine